4-((S)-4-((S)-1-((2,2-difluoro-[1,3]dioxolo[4',5':4,5]benzo[1,2-d]thiazol-6-yl)amino)-1-oxopropan-2-yl)morpholin-2-yl)pyridine 1-oxide FC1(OC=2C(=CC3=C(N=C(S3)NC([C@H](C)N3C[C@@H](OCC3)C3=CC=[N+](C=C3)[O-])=O)C2)O1)F